C(C)(C)(C)OC(=O)N1CCN(CCC1)C1=NC=C(C=C1)N1N=C(C2=CC=CC(=C12)C)C=1C2=CN(N=C2C=CC1)C.NN1N=C(OC1=N)C([N+](=O)[O-])[N+](=O)[O-] (4-amino-5-imino-4,5-dihydro-1,3,4-oxadiazole-2-yl)dinitromethane Tert-butyl-4-(5-(2',7-dimethyl-1H,2'H-[3,4'-biindazol]-1-yl)pyridin-2-yl)-1,4-diazepane-1-carboxylate